FC(F)(F)C1=NC2=CC=C(C=C2C=C1)C(=O)O.[P].[W] tungsten phosphorus (trifluoromethyl)quinoline-6-carboxylic acid